C1(CC1)C1NC2=C(C=C(C=C2NC1=O)C(=O)OC)OC(F)F methyl 2-cyclopropyl-8-(difluoromethoxy)-3-oxo-1,2,3,4-tetrahydroquinoxaline-6-carboxylate